O=C1N(C2=CC=CC=C2C(N1C1=NC=CC=C1)=O)CC1=CC=C(C(=O)NO)C=C1 4-((2,4-dioxo-3-(pyridin-2-yl)-3,4-dihydroquinazolin-1(2H)-yl)methyl)-N-hydroxybenzoamide